tert-butyl 9-(4-(3-(2,6-dioxopiperidin-3-yl)-7-fluoro-1-methyl-1H-indazol-6-yl)piperidin-1-yl)-3-azaspiro[5.5]undecane-3-carboxylate O=C1NC(CCC1C1=NN(C2=C(C(=CC=C12)C1CCN(CC1)C1CCC2(CCN(CC2)C(=O)OC(C)(C)C)CC1)F)C)=O